COC1=NC=CC(=C1)C1=C(C=2CCC2C=C1)NC(=O)N=[S@@](=O)(N)C=1C=NN2C1O[C@H](C2)C (S,2S)-N'-((3-(2-methoxypyridin-4-yl)bicyclo[4.2.0]octa-1(6),2,4-trien-2-yl)carbamoyl)-2-methyl-2,3-dihydropyrazolo[5,1-b]oxazole-7-sulfonimidamide